C1(CCC1)[C@@H](C=1C=C(C=CC1)N1CC=2C(=NC(=CC2C1=O)CN1C[C@H](CCC1)C)C1CC1)C1=NN=CN1C 2-(3-((S)-cyclobutyl(4-methyl-4H-1,2,4-triazol-3-yl)methyl)phenyl)-4-cyclopropyl-6-(((S)-3-methylpiperidin-1-yl)methyl)-2,3-dihydro-1H-pyrrolo[3,4-c]pyridin-1-one